COC(NC1=NC=C(C2=CC(=CC=C12)NCC1=CC(=NC=C1)NCC1CCN(CC1)C)Cl)=O N-[4-chloro-6-[[2-[(1-methyl-4-piperidinyl)methylamino]-4-pyridinyl]methylamino]-1-isoquinolinyl]carbamic acid methyl ester